COC1=NC(=CN=C1)SCC1=CC=C(C=C1)OC 2-methoxy-6-((4-methoxybenzyl)thio)pyrazine